C(CCC)OC(\C=C/C(=O)O)=O.BrCC(=O)C1=CC(=C(C=C1)Cl)Cl 2-bromo-1-(3,4-dichlorophenyl)ethanone mono-n-butyl-maleate